1-(1-(methylsulfonyl)azetidin-3-yl)piperidine-4-sulfonamide CS(=O)(=O)N1CC(C1)N1CCC(CC1)S(=O)(=O)N